FC(C(=O)O)(F)F.N[C@H](C)C=1C(=C(C=CC1)C(C(=O)C1CC1)(F)F)F (R)-2-(3-(1-aminoethyl)-2-fluorophenyl)-1-cyclopropyl-2,2-difluoroethan-1-one trifluoroacetic acid salt